C(C(C)C)C1=CC(=C(C#N)C=C1)C(=O)N1CCN(CC1)CC=1N=NC=CC1 4-isobutyl-2-[4-(pyridazin-3-ylmethyl)piperazine-1-carbonyl]benzonitrile